N-[(3R)-1-(4-{7-cyclopropyl-5-[(1R)-1-methyl-1,2,3,4-tetrahydroisoquinoline-2-carbonyl]pyrazolo[1,5-a]pyrimidin-2-yl}-3-fluorophenyl)pyrrolidin-3-yl]acetamide C1(CC1)C1=CC(=NC=2N1N=C(C2)C2=C(C=C(C=C2)N2C[C@@H](CC2)NC(C)=O)F)C(=O)N2[C@@H](C1=CC=CC=C1CC2)C